N-((3R)-3-((8R,9aS)-8-amino-1-oxo-5-phenethylhexahydro-1H-pyrrolo[1,2-a][1,4]diazepin-2(3H)-yl)-4-((3,4-dichlorobenzyl)amino)-4-oxobutyl)cyclopropanecarboxamide N[C@@H]1C[C@@H]2N(C(CCN(C2=O)[C@H](CCNC(=O)C2CC2)C(=O)NCC2=CC(=C(C=C2)Cl)Cl)CCC2=CC=CC=C2)C1